3-aminopyrrolidine-1-carboxylic acid tert-butyl ester C(C)(C)(C)OC(=O)N1CC(CC1)N